C1=C(C(=CC2=CC=CC=C12)N)N naphthalene-2,3-diamine